3-((3-(Piperazin-1-yl)phenyl)amino)piperidine-2,6-dione N1(CCNCC1)C=1C=C(C=CC1)NC1C(NC(CC1)=O)=O